6-(3,5-dimethyl-1H-pyrazol-1-yl)-6-methyl-5-oxo-5,6,7,8-tetrahydroquinolin CC1=NN(C(=C1)C)C1(C(C=2C=CC=NC2CC1)=O)C